2-(3-methylphenyl)-N-(6-oxo-1-phenyl-1,6-dihydropyridin-3-yl)acetamide CC=1C=C(C=CC1)CC(=O)NC1=CN(C(C=C1)=O)C1=CC=CC=C1